2-[(Biphenyl-4-ylcarbamoyl)amino]-2-ethylbutanoic acid methyl ester COC(C(CC)(CC)NC(NC1=CC=C(C=C1)C1=CC=CC=C1)=O)=O